NC=1C2=C(N=CN1)N(C(=C2C2=CC(=C(C=C2)OC2=NC(=CC=C2)C)F)Br)CCNCCCS(=O)(=O)C2=CC=CC=C2 N-(2-(4-amino-6-bromo-5-(3-fluoro-4-((6-methylpyridin-2-yl)oxy)phenyl)-7H-pyrrolo[2,3-d]pyrimidin-7-yl)ethyl)-3-(phenylsulfonyl)propylamine